5-(4-methoxyphenyl)-3-phenylisoxazole COC1=CC=C(C=C1)C1=CC(=NO1)C1=CC=CC=C1